7-chloro-6-cyclopropyl-8-fluoro-2-[[(2S)-1-methylpyrrolidin-2-yl]methoxy]quinoline ClC1=C(C=C2C=CC(=NC2=C1F)OC[C@H]1N(CCC1)C)C1CC1